(3aS,7aR)-5-methyl-2,2-bis((9Z,12Z)-octadeca-9,12-dien-1-yl)hexahydro-[1,3]dioxolo[4,5-c]pyridine CN1C[C@H]2[C@@H](CC1)OC(O2)(CCCCCCCC\C=C/C\C=C/CCCCC)CCCCCCCC\C=C/C\C=C/CCCCC